C(C)(=O)OCC=1C(=NC=CC1B(O)O)N1C(C=2C=C3CCCCN3C2CC1)=O 3-(Acetoxymethyl)-2-(1-oxo-3,4,6,7,8,9-hexahydropyrido[3,4-b]indolizin-2(1H)-yl)pyridin-4-ylboronic Acid